dodecylbromoquinoline C(CCCCCCCCCCC)C=1C(=NC2=CC=CC=C2C1)Br